NC1=C(C=NCN1CC)N=O 6-Amino-1-ethyl-5-nitrosopyrimidine